C(#N)C1=C(C=C(OC2(C(CC2(C)C)(C)C)C=2C(=NC=C(N2)N2CCC(CC2)CO)C(=O)N)C=C1)OC (1r,3r)-3-((4-cyano-3-methoxyphenoxy)-2,2,4,4-tetramethylcyclobutyl)-5-(4-(hydroxymethyl)piperidin-1-yl)pyrazine-2-carboxamide